3-Ethynyl-5-fluoro-1H-indole-2-carboxylic acid 2-hydroxyethyl ester OCCOC(=O)C=1NC2=CC=C(C=C2C1C#C)F